C(CC1=C(C(=CC(=C1)C(C)(C)C)C(C)(C)C)O)C1=C(C(=CC(=C1)C(C)(C)C)C(C)(C)C)O ethylenebis(4,6-di-t-butylphenol)